N-(Trideuteromethyl)-2-mercaptobenzamide [2H]C(NC(C1=C(C=CC=C1)S)=O)([2H])[2H]